BrC1=C(C(N(C=C1)CCOC)=O)OC1=C(C=C(C=C1C)F)C 4-bromo-3-(4-fluoro-2,6-dimethylphenoxy)-1-(2-methoxyethyl)pyridin-2(1H)-one